[5-[(1R)-1-[(2S,4R)-4-hydroxy-2-[[(1S)-1-[4-(4-methylthiazol-5-yl)phenyl]ethyl]carbamoyl]pyrrolidine-1-carbonyl]-2-methyl-propyl]isoxazol-3-yl]oxypiperidine-1-carboxylate O[C@@H]1C[C@H](N(C1)C(=O)[C@H](C(C)C)C1=CC(=NO1)OC1N(CCCC1)C(=O)[O-])C(N[C@@H](C)C1=CC=C(C=C1)C1=C(N=CS1)C)=O